Methyl (3R,5S)-4-(3-(4-(4-hydroxypiperidin-1-yl) phenyl)-1H-pyrazolo[4,3-d]pyrimidin-5-yl)-3,5-dimethylpiperazine-1-carboxylate OC1CCN(CC1)C1=CC=C(C=C1)C1=NNC2=C1N=C(N=C2)N2[C@@H](CN(C[C@@H]2C)C(=O)OC)C